1-(3-(5-hydroxy-6-oxo-1,6-dihydropyrimidin-4-yl)-2-(4-((4-(morpholinomethyl)phenyl)ethynyl)phenyl)propyl)azetidin-3-yl acetate C(C)(=O)OC1CN(C1)CC(CC=1N=CNC(C1O)=O)C1=CC=C(C=C1)C#CC1=CC=C(C=C1)CN1CCOCC1